N[C@@]1(C([C@@H](CC1)NC=1C=2N(N=CC1C(=NC1=C(C=C(C=C1)O)Cl)N)C=C(C2)Br)(C)C)C 4-[[(1R,3S)-3-amino-2,2,3-trimethyl-cyclopentyl]amino]-6-bromo-N'-(2-chloro-4-hydroxyphenyl)pyrrolo[1,2-b]pyridazine-3-carboxamidine